FC(C=1C=C(C=C(C1)C(F)(F)F)C1=NN(C=N1)\C=C/C(=O)OCC)(F)F (Z)-ethyl 3-(3-(3,5-bis(trifluoromethyl)phenyl)-1H-1,2,4-triazol-1-yl)acrylate